(6aR)-8-acryloyl-4-chloro-3-(2-fluoro-6-hydroxyphenyl)-1-((S)-2-methylmorpholino)-6,6a,7,8,9,10-hexahydro-12H-pyrazino[2,1-c]pyrido[3,4-f][1,4]oxazepin-12-one C(C=C)(=O)N1C[C@@H]2COC3=C(C(N2CC1)=O)C(=NC(=C3Cl)C3=C(C=CC=C3O)F)N3C[C@@H](OCC3)C